CC1=C(C=CC2=CC=CC=C12)Cl.[Pd+2] palladium(II) 1-methylnaphthyl chloride